ClC1=C(C=CC(=C1)Cl)NC(N[C@@H](CC1=CC=CC=C1)C=1OC(=C(N1)C(=O)O)C1=CNC2=CC=CC=C12)=S (S)-2-(1-(3-(2,4-dichlorophenyl)thioureido)-2-phenylethyl)-5-(1H-indol-3-yl)-oxazole-4-carboxylic acid